[Br-].C[N+](CCCCCCCCCCCCCCCCC)(CCCCCCCCCCCCCCCCC)C dimethyldiheptadecylammonium bromide